ClC=1C=C2C(=C(C(NC2=CC1)=O)C=1CC(N(N1)C(CCC(=O)O)=O)C1=CC=C(C=C1)Cl)C1=CC=CC=C1 4-[5-(6-chloro-2-oxo-4-phenyl-1H-quinolin-3-yl)-3-(4-chlorophenyl)-3,4-dihydropyrazol-2-yl]-4-oxo-butanoic acid